BrC1=NN(C(=C1)C(=O)NC1=C(C(=O)N(NC(=O)OC)C)C=C(C=C1C)Cl)C1=NC=CC=C1Cl methyl 2-[2-({[3-bromo-1-(3-chloropyridin-2-yl)-1H-pyrazol-5-yl] carbonyl} amino)-5-chloro-3-methylbenzoyl]-2-methylhydrazinecarboate